FC1=C(C=CC=C1)C1=C2N(C(=NC1=O)NC)C=CC(=C2)C(F)(F)F 4-(2-fluorophenyl)-1-(methylamino)-6-(trifluoromethyl)-3H-pyrido[1,2-c]pyrimidin-3-one